NC1=NC=2C=NC(=CC2C2=C1COC2)C(=O)N2[C@H](COCC2)C=2N=NC(=CC2)C(F)(F)F (4-amino-1,3-dihydrofuro[3,4-c][1,7]naphthyridin-8-yl)((3S)-3-(6-(trifluoromethyl)-3-pyridazinyl)-4-morpholinyl)methanone